(1R,3r)-3-(benzyloxy)cyclobutyl 4-nitrobenzoate [N+](=O)([O-])C1=CC=C(C(=O)OC2CC(C2)OCC2=CC=CC=C2)C=C1